1-methyl-7-(1-methyl-1H-pyrazol-4-yl)-5-(4-(trifluoromethoxy)phenyl)-1,5-dihydro-4H-imidazo[4,5-c]pyridin-4-one, mono-tosylate salt S(=O)(=O)(O)C1=CC=C(C)C=C1.CN1C=NC=2C(N(C=C(C21)C=2C=NN(C2)C)C2=CC=C(C=C2)OC(F)(F)F)=O